bis{4-(4-aminophenoxy) phenyl} sulfide NC1=CC=C(OC2=CC=C(C=C2)SC2=CC=C(C=C2)OC2=CC=C(C=C2)N)C=C1